ONCCC1=CNC2=CC=CC=C12 R-hydroxytryptamine